4-[(3-bromophenyl)amino]-6,7-dimethoxyquinazoline hydrochloride Cl.BrC=1C=C(C=CC1)NC1=NC=NC2=CC(=C(C=C12)OC)OC